CSC1=NC=C(C=N1)C=1C=C(C=C(C1)C=1C=NC(=NC1)SC)C(NCCOCCOCCOCCOCCOCCC)=O 1-(3,5-bis(2-(methylthio)pyrimidin-5-yl)phenyl)-1-oxo-5,8,11,14,17-pentaoxa-2-azaeicosane